N-(4-(methylsulfonyl)phenyl)-5-(2-((2-(trimethylsilyl)ethoxy)methyl)-4-vinyl-2H-indazol-5-yl)-2,6-naphthyridin-3-amine CS(=O)(=O)C1=CC=C(C=C1)NC=1N=CC2=CC=NC(=C2C1)C1=C(C2=CN(N=C2C=C1)COCC[Si](C)(C)C)C=C